NCC1=CC(=NN1CC(=O)NC(C)(C)C)C(=O)N(C)C 5-(aminomethyl)-1-[2-(tert-butylamino)-2-oxo-ethyl]-N,N-dimethyl-pyrazole-3-carboxamide